Cl.CC1=CC2=CN(N=C2C(=C1)C)C1CCNCC1 5,7-dimethyl-2-piperidin-4-yl-2H-indazol-hydrochloride